2-(3-methyl-3-azabicyclo[3.1.1]heptan-1-yl)-5-((2R,5S)-5-methylpiperidin-2-yl)benzo[d]thiazole CN1CC2(CC(C1)C2)C=2SC1=C(N2)C=C(C=C1)[C@@H]1NC[C@H](CC1)C